2-(1,3-thiazol-4-yl)ethan-1-one S1C=NC(=C1)CC=O